(p-tolylsulfonyl)-2H-quinolin-4-one C1(=CC=C(C=C1)S(=O)(=O)C1NC2=CC=CC=C2C(C1)=O)C